(S)-6-((4-((2-hydroxy-1-phenylethyl)amino)-5-(5-(2-hydroxypropan-2-yl)-1,3,4-oxadiazol-2-yl)pyrimidin-2-yl)amino)-1-isopropyl-2-methyl-1,2-dihydro-3H-pyrazolo[3,4-b]pyridin-3-one OC[C@H](C1=CC=CC=C1)NC1=NC(=NC=C1C=1OC(=NN1)C(C)(C)O)NC1=CC=C2C(=N1)N(N(C2=O)C)C(C)C